COC=1C(=NC(=CC1C1=NN(N=C1)C)C)NC1=C(N=NC=C1)C(=O)NC([2H])([2H])[2H] 4-((3-methoxy-6-methyl-4-(2-methyl-2H-1,2,3-triazol-4-yl)pyridin-2-yl)amino)-N-(methyl-d3)pyridazine-3-carboxamide